4-cyanophenyl 4-cyanobenzoate (4-cyanophenyl-4-cyanobenzoate) C(#N)C1=CC=C(C=C1)C1=C(C(=O)O)C=CC(=C1)C#N.C(#N)C1=CC=C(C(=O)OC2=CC=C(C=C2)C#N)C=C1